ClC=1C(=CC2=C(N(C(O2)=O)CCC(=O)O)C1)OCC=1N=NC(=CC1)C 3-(5-chloro-6-((6-methylpyridazin-3-yl)methoxy)-2-oxobenzo[d]oxazol-3(2H)-yl)propanoic acid